dimethyl 2-bromomethyl-6-methyl-4-(4-fluorophenyl)-1,4-dihydropyridine-3,5-dicarboxylate BrCC=1NC(=C(C(C1C(=O)OC)C1=CC=C(C=C1)F)C(=O)OC)C